BrC1=C2C=CN=CC2=C(C=C1)OC 5-bromo-8-methoxyisoquinoline